1-[2-bis-t-butylphosphinophenyl]-3,5-diphenyl-1H-pyrazole C(C)(C)(C)P(C1=C(C=CC=C1)N1N=C(C=C1C1=CC=CC=C1)C1=CC=CC=C1)C(C)(C)C